2-Pyridinethiol 1-oxide [N+]=1(C(=CC=CC1)S)[O-]